cyclopropyl-2-iodo-3-methoxy-5-(trifluoromethyl)benzene C1(CC1)C1=C(C(=CC(=C1)C(F)(F)F)OC)I